COC1=C(C=C(C=C1)C1=NN2C(=NC=3C=CC=CC3C2=N1)N[C@H]1C(NCCCC1)=O)C(F)(F)F (3R)-3-({2-[4-methoxy-3-(trifluoromethyl)phenyl][1,2,4]triazolo[1,5-c]quinazolin-5-yl}amino)azepan-2-one